N-(3-imidazolylpropyl)-N,N-bis(3-trimethoxysilylpropyl)amine N1C(=NC=C1)CCCN(CCC[Si](OC)(OC)OC)CCC[Si](OC)(OC)OC